C1(CC1)N1N=CC(=C1)NC1=NC=C(C=N1)C 2-((1-cyclopropyl-1H-pyrazol-4-yl)amino)-5-methylpyrimidine